Racemic-tert-butyl (1S,2R,3R,5R)-2-fluoro-3-([5-[2-(methoxymethoxy)-4-(1-methyl-6-oxopyrimidin-4-yl)phenyl]pyrazin-2-yl](methyl)amino)-8-azabicyclo[3.2.1]octane-8-carboxylate F[C@H]1[C@@H]2CC[C@H](C[C@H]1N(C)C1=NC=C(N=C1)C1=C(C=C(C=C1)C=1N=CN(C(C1)=O)C)OCOC)N2C(=O)OC(C)(C)C |r|